CN1S(C2=C(C=C1C(=O)NC=1SC(=CN1)C)C=CC=C2)(=O)=O 2-methyl-N-(5-methylthiazol-2-yl)-2H-benzo[e][1,2]Thiazine-3-carboxamide 1,1-dioxide